(1S,2S)-2-(3-chloro-2'-(3-(dimethylcarbamoyl)-2-fluorophenyl)-5',6-dimethyl-2-oxo-2H-[1,4'-bipyridin]-4-yl)cyclopropane-1-carboxylate ClC=1C(N(C(=CC1[C@@H]1[C@H](C1)C(=O)[O-])C)C1=CC(=NC=C1C)C1=C(C(=CC=C1)C(N(C)C)=O)F)=O